4-[4-{[2-(4-chlorophenyl)-4,4-dimethylcyclohex-1-en-1-yl]methyl}(2H8)piperazin-1-yl]-2-(1H-pyrrolo[2,3-b]pyridin-5-yloxy)benzoic Acid ClC1=CC=C(C=C1)C1=C(CCC(C1)(C)C)CN1C(C(N(C(C1([2H])[2H])([2H])[2H])C1=CC(=C(C(=O)O)C=C1)OC=1C=C2C(=NC1)NC=C2)([2H])[2H])([2H])[2H]